NCCCC(CCC(CCC(CCCN)=O)=O)=O 1,13-diamino-4,7,10-trioxotridecane